1,2-benzisothiazol-3-one S1NC(C2=C1C=CC=C2)=O